N[C@@H]1C2=CC=CC=C2CC12CCN(CC2)C=2NC(C1=C(N2)NN=C1C1=CCNC2=CC=CC=C12)=O (S)-6-(1-amino-1,3-dihydrospiro[indene-2,4'-piperidine]-1'-yl)-3-(1,2-dihydroquinolin-4-yl)-1,5-dihydro-4H-pyrazolo[3,4-d]pyrimidin-4-one